2-(4,4-difluoro-3-methylpiperidin-1-yl)-5,5-dimethyl-N-(2-sulfamoylpyridin-4-yl)-5,6,7,8-tetrahydroquinoline-3-carboxamide FC1(C(CN(CC1)C1=NC=2CCCC(C2C=C1C(=O)NC1=CC(=NC=C1)S(N)(=O)=O)(C)C)C)F